(p-tolylmethyl)-N-[4-(p-tolylmethylamino)phenyl]Benzene-1,4-diamine C1(=CC=C(C=C1)CC1=C(C=CC(=C1)N)NC1=CC=C(C=C1)NCC1=CC=C(C=C1)C)C